C1(=CC=CC=C1)CCOC=1C=C2C(=CN1)NC=C2 5-Phenylethoxy-1H-pyrrolo[2,3-c]pyridine